tris[4-(dimethylamino)phenyl]phosphine CN(C1=CC=C(C=C1)P(C1=CC=C(C=C1)N(C)C)C1=CC=C(C=C1)N(C)C)C